[1,1'-biphenyl]-3,5-dicarboxylic acid dimethyl-cis-1-methylcyclohexa-3,5-diene-1,2-dicarboxylate COC(=O)[C@@]1([C@@H](C=CC=C1)C(=O)OC)C.C1(=CC(=CC(=C1)C(=O)O)C(=O)O)C1=CC=CC=C1